FC1=C(C(=CC=C1)O)C1=CC2=C(N(N=C2C=C1)C1CN(CCC1)C(C=C)=O)C=1C=NC=CC1 1-(3-(5-(2-fluoro-6-hydroxyphenyl)-3-(pyridin-3-yl)-2H-indazol-2-yl)piperidin-1-yl)prop-2-en-1-one